2-methyl-5,6-dihydro-2H-2,6-methanobenzo[g][1,3,5]oxadiazocin-4(3H)-one CC12OC3=C(C(NC(N1)=O)C2)C=CC=C3